CN1N=C2C=C(C=CC2=C1)O 2-methylindazol-6-ol